3-amino-N-[(6S)-2-[(3R)-3-amino-3-(methoxymethyl)pyrrolidin-1-yl]-5,6,7,8-tetrahydroquinolin-6-yl]-6-methylthieno[2,3-b]pyridine-2-carboxamide NC1=C(SC2=NC(=CC=C21)C)C(=O)N[C@@H]2CC=1C=CC(=NC1CC2)N2C[C@](CC2)(COC)N